ClC1=NC=NC2=C1NC=1C=CC(=CC21)Cl 4,8-Dichloro-5H-pyrimido[5,4-b]indole